[Cl-].[Cl-].[NH4+].[NH4+] ammonium dichloride